(E)-1-(4-(6-chloro-8-fluoro-7-(5-methyl-1H-indazol-4-yl)quinazolin-4-yl)piperazin-1-yl)-4-(dimethylamino)but-2-en-1-one ClC=1C=C2C(=NC=NC2=C(C1C1=C2C=NNC2=CC=C1C)F)N1CCN(CC1)C(\C=C\CN(C)C)=O